C(C1CO1)OC(CC[Si](OC)(OC)OC)C γ-Glycidoxybutyltrimethoxysilan